2-{4-[5-chloro-2-(4-fluoro-1H-imidazol-1-yl)phenyl]-5-methoxy-2-oxopyridin-1(2H)-yl}-N-(2-methyl-2H-indazol-5-yl)pentanamide ClC=1C=CC(=C(C1)C1=CC(N(C=C1OC)C(C(=O)NC1=CC2=CN(N=C2C=C1)C)CCC)=O)N1C=NC(=C1)F